(±)-N-(5-bromo-2-fluoro-4-(trifluoromethyl)phenyl)-1-fluoro-6,7,8,9-tetrahydro-5H-5,8-epiminocyclohepta[c]pyridine-10-carbothioamide BrC=1C(=CC(=C(C1)NC(=S)N1C2CCC1CC=1C(=NC=CC12)F)F)C(F)(F)F